methyl[N-phenylaminomethyl]silane C[SiH2]CNC1=CC=CC=C1